4-(acetoxyimino)-5-[9-ethyl-6-(2-methylbenzoyl)-9H-carbazol-3-yl]-5-oxopentanoate C(C)(=O)ON=C(CCC(=O)[O-])C(=O)C=1C=CC=2N(C3=CC=C(C=C3C2C1)C(C1=C(C=CC=C1)C)=O)CC